tert-butyl 7-(2-((4-cyanophenyl)(2,3-difluoro-4-methoxybenzyl)amino)ethyl)-6,8-dioxa-2-azaspiro[3.5]nonane-2-carboxylate C(#N)C1=CC=C(C=C1)N(CCC1OCC2(CN(C2)C(=O)OC(C)(C)C)CO1)CC1=C(C(=C(C=C1)OC)F)F